4-methyl-4'-(9-(triethoxysilyl)nonyl)-2,2'-bipyridine CC1=CC(=NC=C1)C1=NC=CC(=C1)CCCCCCCCC[Si](OCC)(OCC)OCC